4,4'-difluoro-2-nitro-1,1'-biphenyl FC1=CC(=C(C=C1)C1=CC=C(C=C1)F)[N+](=O)[O-]